N(=C=O)CCC[Si](OC)(OC)C γ-isocyanatopropylmethyldimethoxysilane